C(#N)C=1C=C(C=C2CC(CC12)CNCCC1CN(C(O1)=O)C1=NC2=C(OCC(N2)=O)N=C1)OCC(=O)N 2-[[7-cyano-2-[[2-[2-oxo-3-(3-oxo-4H-pyrazino[2,3-b][1,4]oxazin-6-yl)-1,3-oxazolidin-5-yl]ethylamino]methyl]-2,3-dihydro-1H-inden-5-yl]oxy]acetamide